CN(C)CC=1C(=NC=C(C1)C1=NC(=CN=C1)OCC)C(=O)OC methyl 3-((dimethylamino)methyl)-5-(6-ethoxypyrazin-2-yl)picolinate